CN([P@@](OC[C@@H]1CN(C[C@@H](O1)N1C2=NC(=NC(=C2N=C1)OCC1=CC=C(C=C1)C)NC(C(C)C)=O)C(C1=CC=CC=C1)(C1=CC=CC=C1)C1=CC=CC=C1)(S)=O)C O-(((2S,6R)-6-(2-isobutyramido-6-((4-methylbenzyl)oxy)-9H-purin-9-yl)-4-tritylmorpholin-2-yl)methyl) S-hydrogen (R)-dimethylphosphoramidothioate